2-chloro-6-cyclopropyl-4-[3-[(4-methyl-1,2,4-triazol-3-yl)methyl]oxetan-3-yl]pyridine ClC1=NC(=CC(=C1)C1(COC1)CC1=NN=CN1C)C1CC1